BrC=1C=C(C=CC1)S(=O)(=N)CCC(CC)(CC)NC(OC(C)(C)C)=O tert-butyl (1-(3-bromophenylsulfonimidoyl)-3-ethylpentan-3-yl)carbamate